3-[4-ethanesulfonamido-3-(2-methylpropoxy)phenyl]-5-[(pyridin-2-yl)amino]-1-{[2-(trimethylsilyl)ethoxy]methyl}-1H-pyrazole-4-carboxamide C(C)S(=O)(=O)NC1=C(C=C(C=C1)C1=NN(C(=C1C(=O)N)NC1=NC=CC=C1)COCC[Si](C)(C)C)OCC(C)C